(1-{6-[(2,6-difluorophenyl)oxy]-4-methylpyridin-3-yl}-5-(methylamino)pyrazol-4-yl)[7-(oxetan-3-yl)-6,7,8,9-tetrahydro-3H-pyrrolo[3,2-f]isoquinolin-2-yl]methanone FC1=C(C(=CC=C1)F)OC1=CC(=C(C=N1)N1N=CC(=C1NC)C(=O)C1=CC2=C3CCN(CC3=CC=C2N1)C1COC1)C